CC=CCCC α-methyl-1-pentene